ClC=1C=NC(=C(C(=O)NC2CCC(CC2)CN2C(N(C3=C2C=CC=C3)C=3C=C2CCNCC2=CC3)=O)C1)C 5-chloro-2-methyl-N-((1r,4r)-4-((2-oxo-3-(1,2,3,4-tetrahydroisoquinolin-6-yl)-2,3-dihydro-1H-benzo[d]imidazol-1-yl)methyl)cyclohexyl)nicotinamide